4-(cyclohexylamino)benzene C1(CCCCC1)NC1=CC=CC=C1